BrC=1C=CC(=NC1)C(CCOC)O 1-(5-bromopyridin-2-yl)-3-methoxypropan-1-ol